NC=1C(=CC2=C(CC(O2)(C)C)C1)N1CCC(CC1)CO (1-(5-amino-2,2-dimethyl-2,3-dihydrobenzofuran-6-yl)piperidin-4-yl)methanol